(2r,5s)-2,5-dimethyl-4-(5-(prop-1-en-2-yl)-7H-pyrrolo[2,3-d]pyrimidin-4-yl)piperazine-1-carboxylic acid tert-butyl ester C(C)(C)(C)OC(=O)N1[C@@H](CN([C@H](C1)C)C=1C2=C(N=CN1)NC=C2C(=C)C)C